4-(3-isopropyl-5-(piperidin-4-yl)-1H-indol-2-yl)-6-methyl-1,6-dihydro-7H-pyrrolo[2,3-c]pyridin-7-one C(C)(C)C1=C(NC2=CC=C(C=C12)C1CCNCC1)C=1C2=C(C(N(C1)C)=O)NC=C2